BrC1=CC=CC(=N1)[C@H](C)N(C(OC(C)(C)C)=O)C tert-butyl (S)-(1-(6-bromopyridin-2-yl)ethyl)(methyl)carbamate